C(C)(C)(C)OC(NC(C(=O)NC1=C(C(=CC=C1)F)N)C1CCC(CC1)C)=O.CC=1C=CC(=C(C1)N1C(SC=C1C=1C=C(C(=O)NCCCCN2N=CC=C2)C=CC1)=O)OC 3-(3-(5-methyl-2-methoxyphenyl)-4-thiazolinonyl)-N-(4-1-N-pyrazolylbutyl)benzamide tert-Butyl-N-[2-(2-amino-3-fluoroanilino)-1-(4-methylcyclohexyl)-2-oxoethyl]carbamate